C(CCCCCCC)OC(CCCCC[Mg]CCCCCC(OCCCCCCCC)OCCCCCCCC)OCCCCCCCC bis(6,6-dioctyloxyhexyl)magnesium